ClC1([C@H]([C@@H]1C1=CC(=CC(=C1)Cl)Cl)C(=O)NC1=CC(=C(C=C1)Cl)NC([C@@H](C)OCC)=O)Cl |&1:24| trans-rac-2,2-dichloro-N-(4-chloro-3-(2-ethoxypropionamido)phenyl)-3-(3,5-dichlorophenyl)cyclopropane-1-carboxamide